C(#N)C=1C=C2C=CNC2=CC1 L-5-cyanoindole